2-chloro-1-(2-ethoxyethyl)-5-trifluoromethoxy-1H-indole-3-carbaldehyde ClC=1N(C2=CC=C(C=C2C1C=O)OC(F)(F)F)CCOCC